oxiranyl-vinylamine O1C(C1)NC=C